TIN (2-oxoethyl)-4-phenoxybutyramide O=CCC(C(=O)N)CCOC1=CC=CC=C1.[Sn]